8-(benzyloxy)-6-bromo-5-fluoro-4-methyl-1-oxo-3,4-dihydroisoquinoline-2(1H)-carboxylic acid tert-butyl ester C(C)(C)(C)OC(=O)N1C(C2=C(C=C(C(=C2C(C1)C)F)Br)OCC1=CC=CC=C1)=O